C(C)(C)(C)OC(NCC([2H])([2H])SSC(CNC(OC(C)(C)C)=O)([2H])[2H])=O (Disulfanediylbis(ethane-2,1-diyl-2,2-d2))dicarbamic acid di-tert-butyl ester